(2-(dimethylamino)-3-(nonyloxy)propoxy)hexadec-7-enoate CN(C(COC(C(=O)[O-])CCCCC=CCCCCCCCC)COCCCCCCCCC)C